[2-(propan-2-yloxy)pyridin-3-yl]Boric acid CC(C)OC1=NC=CC=C1OB(O)O